FC1=C(C(=CC=C1)F)N1C=CC=C1 1-(2,6-difluorophenyl)-1H-pyrrole